ClC1=CC2=C(C=C3N2C(=NN(C3=O)CC(=O)NC3(CC(C3)O)C)C(C)C)S1 2-(2-chloro-5-isopropyl-8-oxothieno[2',3':4,5]pyrrolo[1,2-d][1,2,4]triazin-7(8H)-yl)-N-((1r,3r)-3-hydroxy-1-methylcyclobutyl)acetamide